Cl.Cl.N[C@H](CC1=C(C2=C(N=C(N=C2NCC2=NC=CC=C2)Cl)N1C)F)C 6-[(2S)-2-aminopropyl]-2-chloro-5-fluoro-7-methyl-N-[(pyridin-2-yl)methyl]-7H-pyrrolo[2,3-d]pyrimidin-4-amine dihydrochloride